BrCC(=O)C=1C=NC=C(C1)[N+](=O)[O-] 2-bromo-1-(5-nitro-3-pyridinyl)ethanone